BrC1=C(C=C(C=C1)Br)CC1=C(C=CC(=C1)Br)Br bis(2,5-dibromophenyl)methane